FC1=C2C=C(C(NC2=CC=C1)=O)C=1N=NN(C1)C1=CC=C(C=C1)C(=O)N1CCNCC1 5-fluoro-3-{1-[4-(piperazine-1-carbonyl)-phenyl]-1H-[1,2,3]triazol-4-yl}-1H-quinolin-2-one